tert-butyl 2-(3-benzyl-2,9-dimethyl-4H,6H-thieno[2,3-e][1,2,4]triazolo[3,4-c][1,4]oxazepin-6-yl)acetate C(C1=CC=CC=C1)C1=C(SC=2N3C(C(OCC21)CC(=O)OC(C)(C)C)=NN=C3C)C